tert-butyl (3S)-3-[(6-cyano-5-nitro-2-pyridyl)-methyl-amino]pyrrolidine-1-carboxylate C(#N)C1=C(C=CC(=N1)N([C@@H]1CN(CC1)C(=O)OC(C)(C)C)C)[N+](=O)[O-]